COC1=CC=C(C=C1)NC(=O)NC1=CC=C(C=C1)OC 1,3-bis(4-methoxyphenyl)urea